(S)-N-(3-(1H-indol-3-yl)-1-(2-(4-methoxybenzoyl)hydrazino)-1-oxopropan-2-yl)-4-methylbenzenesulfonamide N1C=C(C2=CC=CC=C12)C[C@@H](C(=O)NNC(C1=CC=C(C=C1)OC)=O)NS(=O)(=O)C1=CC=C(C=C1)C